FC1(CC(C1)CC(=O)NCC1=CC=C(C=C1)CCNC(=O)C1=NNC(=C1)OCC)F N-{2-[p-({[(3,3-difluorocyclobutyl)methyl]carbonylamino}methyl)phenyl]ethyl}-5-ethoxy-3-pyrazolecarboxamide